CC(CCC=C)(C)NC([O-])=O (1,1-dimethylpent-4-enyl)carbamate